((Piperazin-1,4-diylbis(ethan-2,1-diyl))bis(azantriyl))tetrakis(butan-4,1-diyl)tetrakis(2-hexyldecanoat) N1(CCN(CC1)CCN(CCCCC(C(=O)[O-])(CCCCCCCC)CCCCCC)CCCCC(C(=O)[O-])(CCCCCCCC)CCCCCC)CCN(CCCCC(C(=O)[O-])(CCCCCCCC)CCCCCC)CCCCC(C(=O)[O-])(CCCCCCCC)CCCCCC